N-(1,3-benzodioxol-4-ylmethyl)-1-[2-(1-piperidinyl)-4-pyridinyl]methylamine O1COC2=C1C=CC=C2CNCC2=CC(=NC=C2)N2CCCCC2